1,2-dichloro-4-(3-isocyanato-1-butyn-1-yl)benzene ClC1=C(C=C(C=C1)C#CC(C)N=C=O)Cl